C(C=1C(C(=O)O)=CC(C(=O)O)=C(C(=O)O)C1)(O)=N pyromellitic acid imine